CC1=C(C(=CC(=C1)C1=CC(=NC2=C(N=CC=C12)C1=CC=NN1)N1CCOCC1)C)O 2,6-dimethyl-4-[2-(morpholin-4-yl)-8-(1H-pyrazol-5-yl)-1,7-naphthyridin-4-yl]phenol